C(C)(C)(C)OC(=O)N1OC(C[C@H]1C1=NC=CC=C1)O (3S)-5-hydroxy-3-(2-pyridinyl)isoxazolidine-2-carboxylic acid tert-butyl ester